ClC=1C=C(C=CC1)[C@@H]1[C@H](C1)C(=O)NC1=NC=NC(=C1)NCC1=NN2C(N=CC(=C2)C2CC2)=N1 (1S,2S)-2-(3-chlorophenyl)-N-(6-(((6-cyclopropyl-[1,2,4]triazolo[1,5-a]pyrimidin-2-yl)methyl)amino)pyrimidin-4-yl)cyclopropane-1-carboxamide